2-(4-((1-(4-Chlorophenyl)-3-methyl-5-oxo-1,5-dihydro-4H-1,2,4-triazol-4-yl)methyl)-2,6-dimethylphenoxy)-2-methylpropanoic acid ethyl ester C(C)OC(C(C)(C)OC1=C(C=C(C=C1C)CN1C(=NN(C1=O)C1=CC=C(C=C1)Cl)C)C)=O